9-benzyl-8-hydroxy-2-(2-methoxyethoxy)adenine C(C1=CC=CC=C1)N1C2=NC(=NC(=C2N=C1O)N)OCCOC